FC=1C=C2C=C(NC2=CC1OCC1=NOC(=C1)C)CNC(=O)N1CCCC1 N-((5-fluoro-6-((5-methylisoxazol-3-yl)methoxy)-1H-indol-2-yl)methyl)pyrrolidine-1-carboxamide